FC(CCO)(C(C)(O[Si](CC)(CC)CC)C1=CC=C(C=C1)F)F 3,3-difluoro-4-(4-fluorophenyl)-4-((triethylsilyl)oxy)pentan-1-ol